di(2-ethylhexyl)-benzene C(C)C(CC1=C(C=CC=C1)CC(CCCC)CC)CCCC